N-nitrosopiperidine N(=O)N1CCCCC1